C1=CC=C(C(=C1)O)Br BROMoPHENOL